3-(4-(3-(aminomethyl)-5-chlorophenyl)-1-oxoisoindolin-2-yl)piperidine-2,6-dione NCC=1C=C(C=C(C1)Cl)C1=C2CN(C(C2=CC=C1)=O)C1C(NC(CC1)=O)=O